[Ir].C(C1CO1)OCCCO[Si](OC)(OC)OC (3-glycidoxypropoxy)trimethoxysilane iridium